2-(2-(phenylsulfonyl)vinyl)naphthalene C1(=CC=CC=C1)S(=O)(=O)C=CC1=CC2=CC=CC=C2C=C1